ClC1=NC2=CC(=C(C=C2C(=N1)NC1CCN(CC1)CCC)OC)OC 2-chloro-6,7-dimethoxy-N-(1-propylpiperidin-4-yl)quinazolin-4-amine